2-(pyridin-4-yl)ethanamine tert-butyl-(S)-2-(hydroxymethyl)-4-(pyridin-2-yl)-2,5-dihydro-1H-pyrrole-1-carboxylate C(C)(C)(C)OC(=O)N1[C@@H](C=C(C1)C1=NC=CC=C1)CO.N1=CC=C(C=C1)CCN